C1(=CC=CC=C1)[C@H]1[C@@H](C1)NC(=O)NCC1=CC(=NC=C1)N1N=CC=C1 1-[(1R,2S)-2-phenylcyclopropyl]-3-[(2-pyrazol-1-ylpyridin-4-yl)methyl]urea